The molecule is the arenesulfonic acid that is benzenesulfonic acid substituted at the ortho position by an amino group and at the para posiion It is a C-nitro compound and an arenesulfonic acid. C1=CC(=C(C=C1[N+](=O)[O-])S(=O)(=O)O)N